4-(2H-tetrazol-5-yl)pyridine N=1NN=NC1C1=CC=NC=C1